1-Undecyl-3-Methylpyridinium cyanid [C-]#N.C(CCCCCCCCCC)[N+]1=CC(=CC=C1)C